FCCN1CC(C1)NC1=CC=C(C=C1)NC1=NC2=C(C=CC=C2C=N1)C1=NC=CC(=C1)OCCN1CCOCC1 N1-(1-(2-fluoroethyl)azetidin-3-yl)-N4-(8-(4-(2-morpholinoethoxy)pyridin-2-yl)quinazolin-2-yl)benzene-1,4-diamine